tert-butyl 8-((1-(tert-butoxycarbonyl)piperidin-4-yl)(methyl)amino)-2-(2-hydroxyphenyl)-6,6a,7,8,9,10-hexahydro-5H-pyrido[1',2':4,5]pyrazino[2,3-c]pyridazine-5-carboxylate C(C)(C)(C)OC(=O)N1CCC(CC1)N(C1CC2N(C=3C(=NN=C(C3)C3=C(C=CC=C3)O)N(C2)C(=O)OC(C)(C)C)CC1)C